COC([C@H](CSC=1C(N2N(C(C1SC[C@@H](C(OC)=O)NC)=O)CC(C2)C(=O)OC(C)(C)C)=O)NC)=O tert-butyl 6,7-bis[[(2R)-3-methoxy-2-(methylamino)-3-oxo-propyl]sulfanyl]-5,8-dioxo-2,3-dihydro-1H-pyrazolo[1,2-a]pyridazine-2-carboxylate